C(C)(C)(C)OC(CC1=C(C(=CC(=C1)F)Br)OC)=O 2-(3-bromo-5-fluoro-2-methoxy-phenyl)acetic acid tert-butyl ester